FC1(CN(C1)S(=O)(=O)C=1C=C(C=CC1F)N1N=NC(=C1)C=1C=C(C(=NC1)NS(=O)(=O)CCO)N1CCC2(CC2)CC1)F N-(5-(1-(3-((3,3-difluoroazetidin-1-yl)sulfonyl)-4-fluorophenyl)-1H-1,2,3-triazol-4-yl)-(6-azaspiro[2.5]octan-6-yl)pyridin-2-yl)-2-hydroxyethane-1-sulfonamide